(2R)-2-[tert-butoxycarbonyl-(methyl)amino]Propionic acid C(C)(C)(C)OC(=O)N([C@@H](C(=O)O)C)C